BrCC(=O)NC1=CC=C(C=C1)C(F)(F)F 2-bromo-N-(4-trifluoromethylphenyl)acetamide